FC1=C(C=CC=2N(C(=NC21)C2=CC=C(C=C2)S(=O)(=O)C)C)C2CCN(CC2)C2CC1CCC(C2)N1C1COC1 4-fluoro-1-methyl-2-(4-(methylsulfonyl)phenyl)-5-(1-(8-(oxetan-3-yl)-8-azabicyclo[3.2.1]octan-3-yl)piperidin-4-yl)-1H-benzo[d]imidazole